N-(3-aminopropyl)-4-[[3-(4-chloro-2,3-difluoro-phenyl)imidazo[1,2-a]pyrazin-8-yl]amino]-N,2-dimethyl-benzamide NCCCN(C(C1=C(C=C(C=C1)NC=1C=2N(C=CN1)C(=CN2)C2=C(C(=C(C=C2)Cl)F)F)C)=O)C